5-chloro-N-((1R,4R)-4-methoxycyclohexyl)-8-(4-morpholinylquinazolin-7-yl)pyrido[4,3-d]pyrimidin-2-amine ClC1=NC=C(C=2N=C(N=CC21)NC2CCC(CC2)OC)C2=CC=C1C(=NC=NC1=C2)N2CCOCC2